5-cyano-1H-benzo[d]imidazole-2-carboxylic acid C(#N)C1=CC2=C(NC(=N2)C(=O)O)C=C1